4-(((3S,4S)-1-(4-chlorophenyl)-3-(dimethylamino)piperidin-4-yl)amino)-2-methylphthalazin-1(2H)-one ClC1=CC=C(C=C1)N1C[C@@H]([C@H](CC1)NC1=NN(C(C2=CC=CC=C12)=O)C)N(C)C